(R)-3-(S-(difluoromethyl)sulfonimidoyl)benzoic acid FC([S@@](=O)(=N)C=1C=C(C(=O)O)C=CC1)F